tert-butyl 4-((4-(tert-butoxycarbonyl)-6-(methylcarbamoyl) pyridin-2-yl) methyl)-1H-pyrrolo[2,3-c]pyridine-1-carboxylate C(C)(C)(C)OC(=O)C1=CC(=NC(=C1)C(NC)=O)CC1=C2C(=CN=C1)N(C=C2)C(=O)OC(C)(C)C